C12C(C(CC(C1(C)C)C2)O)C 3-Pinanol